C(C)(C)C1=C(C=C(C=C1)C)NC(=S)NC(=O)NCCCCC1=CC=C(C=C1)C1=NN(C=N1)C1=CC=C(C=C1)C(F)(F)F 1-[(2-isopropyl-5-methyl-phenyl)carbamothioyl]-3-[4-[4-[1-[4-(trifluoromethyl)phenyl]-1H-1,2,4-triazol-3-yl]phenyl]butyl]urea